(S)-3-((S)-sec-butyl)-N-(1-methyl-6-oxo-1,6-dihydropyridin-3-yl)-2-oxo-1,2,3,5-tetrahydro-4H-benzo[e][1,4]diazepine-4-carboxamide [C@H](C)(CC)[C@@H]1N(CC2=C(NC1=O)C=CC=C2)C(=O)NC2=CN(C(C=C2)=O)C